3-(6-Fluoro-5-(4-((1-(2-fluoro-4-(3-(4-fluoro-3-methylphenyl)-7-hydroxychroman-4-yl)phenyl)piperidin-4-yl)methyl)piperazin-1-yl)-1-oxoisoindolin-2-yl)piperidin-2,6-dion FC1=C(C=C2CN(C(C2=C1)=O)C1C(NC(CC1)=O)=O)N1CCN(CC1)CC1CCN(CC1)C1=C(C=C(C=C1)C1C(COC2=CC(=CC=C12)O)C1=CC(=C(C=C1)F)C)F